C(CCC)[Sn](C1=C(CCC1)C(=O)OCC)(CCCC)CCCC Ethyl 2-(tributylstannyl)cyclopent-1-ene-1-carboxylate